methoxyl-ethyl-mercury acetate C(C)(=O)O.O(C)[Hg]CC